CC=1C=C(C=CC1C)N\C(=N/C=1SC(=NN1)C)\N1C(SC(=N1)C)C1=CC=C(C=C1)C1=CC(=CC=C1)C(F)(F)F (E)-N-(3,4-dimethylphenyl)-5-methyl-N'-(5-methyl-1,3,4-thiadiazol-2-yl)-2-(3'-(trifluoromethyl)-[1,1'-biphenyl]-4-yl)-1,3,4-thiadiazole-3(2H)-carboximidamide